BrCCCCCCCCCC(=O)N[C@H](C(=O)N1[C@@H](C[C@@H](C1)O)C(=O)NCC1=CC=C(C=C1)C1=C(N=CO1)SC)C(C)(C)C (2S,4S)-1-((S)-2-(10-bromodecanoylamino)-3,3-dimethylbutyryl)-4-hydroxy-N-(4-(4-methylthiooxazol-5-yl)benzyl)pyrrolidine-2-carboxamide